4-(2,3-difluorobenzyl)piperidine-4-carbonitrile hydrochloride Cl.FC1=C(CC2(CCNCC2)C#N)C=CC=C1F